C1(CC1)C1=C(C2=C(N=C(N=C2)NC2=CC(=C(C=C2)N2CCN(CC2)C)C)N1C1=CC=CC(=N1)C(C)(C)O)F 2-(6-(6-cyclopropyl-5-fluoro-2-((3-methyl-4-(4-methylpiperazin-1-yl)phenyl)amino)-7H-pyrrolo[2,3-d]pyrimidin-7-yl)pyridin-2-yl)propan-2-ol